(R)-N-(4-([1,2,4]triazolo[1,5-a]pyridin-7-yloxy)-3-chlorophenyl)-1-(1-acryloylpiperidin-3-yl)-4-amino-1H-pyrazolo[3,4-d]pyrimidine-3-carboxamide N=1C=NN2C1C=C(C=C2)OC2=C(C=C(C=C2)NC(=O)C2=NN(C1=NC=NC(=C12)N)[C@H]1CN(CCC1)C(C=C)=O)Cl